bis(ethyl-3,5-di-t-butyl-4-hydroxybenzyl-sulfonate) calcium [Ca+2].C(C)C(C1=CC(=C(C(=C1)C(C)(C)C)O)C(C)(C)C)S(=O)(=O)[O-].C(C)C(C1=CC(=C(C(=C1)C(C)(C)C)O)C(C)(C)C)S(=O)(=O)[O-]